6-(2,3-difluorophenyl)-5-azaspiro[2.4]heptane FC1=C(C=CC=C1F)C1NCC2(CC2)C1